ClC1=C(C(N(C=C1)C1NCOC1)=O)C=O 4-chloro-1-(oxazolidin-4-yl)-2-oxo-1,2-dihydropyridine-3-carbaldehyde